FC(C=1C=CC=2N(C1)C=CN2)(F)F 6-(trifluoromethyl)imidazo[1,2-a]pyridin